COC1=CC=C(CN(C2=NC(=NN3C2=NC=C3C(O)C=3C=NC(=C(C3)C)N3CCC(CC3)CN(C)C)OC(CC)CCC)CC3=CC=C(C=C3)OC)C=C1 (4-(bis(4-methoxybenzyl)amino)-2-(hexan-3-yloxy)imidazo[2,1-f][1,2,4]triazin-7-yl)(6-(4-((dimethylamino)methyl)piperidin-1-yl)-5-methylpyridin-3-yl)methanol